3,3-dimethyl-2-(1-phenylvinyl)oxetane CC1(C(OC1)C(=C)C1=CC=CC=C1)C